BrC=1C=C2C(=NN(C2=CC1)C(C1=CC=CC=C1)(C1=CC=CC=C1)C1=CC=CC=C1)NC(=O)C1CCN(CC1)C(=O)OCC1C2=CC=CC=C2C=2C=CC=CC12 9H-fluoren-9-ylmethyl 4-[(5-bromo-1-trityl-1H-indazol-3-yl)carbamoyl]piperidine-1-carboxylate